[I-].C(C=C)(=O)OCC[N+](C)(C)CC1=CC=CC=C1 acryloyloxyethylbenzyldimethyl-ammonium iodide